COC(=O)C=1C(NC(NC1)=O)=O 5-(methoxycarbonyl)-uracil